N-((1r,4r)-4-(difluoromethoxy)cyclohexyl)-2-(1H-imidazol-1-yl)-6-methylpyrimidine-4-carboxamide FC(OC1CCC(CC1)NC(=O)C1=NC(=NC(=C1)C)N1C=NC=C1)F